C(C)(C)(C)N1N=C(C=C1NC1=CC=CC2=C1CN(S2(=O)=O)C)[C@@H]2C[C@@H](CC2)N(C(O)=O)C(C)C.N2=CC=C(C=C2)C=CC2=CC=C(C=C2)C (4-(2-(pyridin-4-yl)ethenyl)phenyl)methane (1R,3S)-3-(1-(tert-butyl)-5-((2-methyl-1,1-dioxido-2,3-dihydrobenzo[d]isothiazol-4-yl)amino)-1H-pyrazol-3-yl)cyclopentylisopropylcarbamate